3,3'-Dichloro-4,4'-diisocyanato-1,1'-biphenyl ClC=1C=C(C=CC1N=C=O)C1=CC(=C(C=C1)N=C=O)Cl